BrC1=CC=C(C=C1)C=1OC2=C(C1)C=CC=C2 2-(4-bromophenyl)-benzofuran